5-(p-tolyl)-2-(4-vinylbenzyl)-2H-tetrazole C1(=CC=C(C=C1)C=1N=NN(N1)CC1=CC=C(C=C1)C=C)C